N-(4-((3-chloro-2-fluorophenyl)amino)-7-(((1S,5R)-3-methyl-3-azabicyclo[3.1.0]hexan-1-yl)ethynyl)quinazolin-6-yl)acrylamide ClC=1C(=C(C=CC1)NC1=NC=NC2=CC(=C(C=C12)NC(C=C)=O)C#C[C@]12CN(C[C@@H]2C1)C)F